C(C=C)C(COCCOCCO)O Mono-Allyl-Triethylene Glycol